2,4-dichloro-3-oxo-butyric acid methyl ester COC(C(C(CCl)=O)Cl)=O